1-cyclopropyl-8-(methylsulfinyl)-1H-imidazo[4,5-H]quinazoline C1(CC1)N1C=NC=2C=CC=3C=NC(=NC3C21)S(=O)C